nonafluorobutane-1-sulfonyl fluoride FC(C(C(S(=O)(=O)F)(F)F)(F)F)(C(F)(F)F)F